3-(4-(1-(3-(1-(((R)-1-(3-(difluoromethyl)-2-fluorophenyl)ethyl)amino)-4-methyl-pyrido[3,4-d]pyridazin-7-yl)-2-methylbenzyl)piperidin-4-yl)phenyl)piperidine-2,6-dione FC(C=1C(=C(C=CC1)[C@@H](C)NC1=C2C(=C(N=N1)C)C=NC(=C2)C=2C(=C(CN1CCC(CC1)C1=CC=C(C=C1)C1C(NC(CC1)=O)=O)C=CC2)C)F)F